[Na+].COC1=C(C=C(C=C1)CS(=O)(=O)\C=C\C1=C(C=C(C=C1OC)OC)OC)NCC(=O)[O-] N-[2-methoxy-5-[(E)-2-(2,4,6-trimethoxyphenyl)vinylsulfonyl-methyl]phenyl]glycine sodium salt